9-(6-(1H-1,2,4-triazol-1-yl)pyrimidin-4-yl)-1-(3,4-difluorophenyl)-1,9-diazaspiro[5.5]undecan N1(N=CN=C1)C1=CC(=NC=N1)N1CCC2(CCCCN2C2=CC(=C(C=C2)F)F)CC1